1-(4-(3,5-difluorobenzyl)-3,4-dihydro-2H-benzo[b][1,4]oxazin-6-yl)-3-(1H-indol-3-yl)urea FC=1C=C(CN2C3=C(OCC2)C=CC(=C3)NC(=O)NC3=CNC2=CC=CC=C32)C=C(C1)F